N1CC(C1)CN1C(=NC2=C3CC[C@@H](NC3=CC=C21)C)CC2=CC=CC=C2 (7S)-3-[(Azetidin-3-yl)methyl]-2-benzyl-7-methyl-3H,6H,7H,8H,9H-imidazo[4,5-f]chinolin